C(CCCCCCCCC)[Si](OC)(OC)OC n-Decyltrimethoxysilan